4,7-dichloro-6-fluoro-1-(2-isopropyl-4-methylpyridin-3-yl)-3-nitro-1,8-naphthyridin-2(1H)-one-7-d ClC=1C(C(N(C2=NC(C(=CC12)F)([2H])Cl)C=1C(=NC=CC1C)C(C)C)=O)[N+](=O)[O-]